6-[4-[(S)-(3,4-dimethoxyphenyl)-(2-pyridyl)methyl]piperidine-1-carbonyl]-4H-1,4-benzoxazin-3-one COC=1C=C(C=CC1OC)[C@H](C1CCN(CC1)C(=O)C=1C=CC2=C(NC(CO2)=O)C1)C1=NC=CC=C1